ClC1=C(C=CC=C1)C1N(CC(C1)O)C(=O)OC(C)(C)C tert-Butyl 2-(2-chlorophenyl)-4-hydroxy-pyrrolidine-1-carboxylate